C(CC)=N propane-imine